BrC1=CNC(C2=CC=C(C=C12)F)=O 4-Bromo-6-fluoroisoquinolin-1(2H)-one